C[Si](CCOCN1C=NC(=C1)C=O)(C)C.C[Si](CCOCN1C=NC=C1C=O)(C)C 1-((2-(trimethylsilyl)ethoxy)methyl)-1H-imidazole-5-carbaldehyde compound with 1-((2-(trimethylsilyl)ethoxy)methyl)-1H-imidazole-4-carbaldehyde